N-(1-(4-((5-chloro-4-(1H-indol-3-yl)pyrimidin-2-yl)amino)-3-methoxy-phenyl)piperidin-4-yl)-5-((2-(2,6-dioxopiperidin-3-yl)-1,3-dioxoisoindolin-4-yl)amino)-N-methyl-pentanamide ClC=1C(=NC(=NC1)NC1=C(C=C(C=C1)N1CCC(CC1)N(C(CCCCNC1=C2C(N(C(C2=CC=C1)=O)C1C(NC(CC1)=O)=O)=O)=O)C)OC)C1=CNC2=CC=CC=C12